COC=1C=C(C(=NC1)C)C#C[Si](C)(C)C 5-methoxy-2-methyl-3-((trimethylsilyl)ethynyl)pyridine